FC1=C2C=CCC2=CC(=C1)Br 4-fluoro-6-bromo-1H-indene